N-stearylsebacamide C(CCCCCCCCCCCCCCCCC)NC(CCCCCCCCC(=O)N)=O